N-((1R,2R,4S)-7-cyano-7-azabicyclo[2.2.1]heptan-2-yl)-1-(6-cyclopropyl-2-pyridinyl)-3-piperidinecarboxamide C(#N)N1[C@H]2[C@@H](C[C@@H]1CC2)NC(=O)C2CN(CCC2)C2=NC(=CC=C2)C2CC2